C[C@@H]1N(CCNC1)CC=1N=NC=CC1 3-(((2S)-2-methylpiperazin-1-yl)methyl)pyridazine